CYCLOBUTYLPYRIMIDINE C1(CCC1)C1=NC=CC=N1